C1(=CC=CC=C1)C1NS(C2=C(N1)C=CC(=C2)N2CCCCC2)(=O)=O 3-phenyl-7-(piperidin-1-yl)-3,4-dihydro-2h-benzo[e][1,2,4]thiadiazine 1,1-dioxide